benzyl (S)-2-(cyanomethyl)-4-(6-((8-methylnaphthalen-1-yl)methyl)-2-(((S)-1-methylpyrrolidin-2-yl)methoxy)-6,7-dihydro-5H-pyrrolo[3,4-d]pyrimidin-4-yl)piperazine-1-carboxylate C(#N)C[C@@H]1N(CCN(C1)C=1C2=C(N=C(N1)OC[C@H]1N(CCC1)C)CN(C2)CC2=CC=CC1=CC=CC(=C21)C)C(=O)OCC2=CC=CC=C2